O=C1N(C(C2=CC=CC=C12)=O)CC1=CC=C(C(=C1C(=O)O)F)OC 6-((1,3-dioxoisoindolin-2-yl)methyl)-2-fluoro-3-methoxybenzoic acid